(2-amino-3-(3-((6-((2-bromopyridin-4-yl)methoxy)pyridin-3-yl)methyl)isoxazol-5-yl)pyridin-1-ium-1-yl)methyl hydrogen phosphate P(=O)(OC[N+]1=C(C(=CC=C1)C1=CC(=NO1)CC=1C=NC(=CC1)OCC1=CC(=NC=C1)Br)N)(O)[O-]